C(C)(C)(C)OC(=O)N1CCC(CCC1)C1=CC(=C(C=C1)OC)C(=O)OC 4-(4-methoxy-3-(methoxycarbonyl)phenyl)azepane-1-carboxylic acid tert-butyl ester